N-(4-hydroxyphenyl)-4-(4-(trifluoromethyl)phenyl)butanamide OC1=CC=C(C=C1)NC(CCCC1=CC=C(C=C1)C(F)(F)F)=O